[Si](C)(C)(C(C)(C)C)O[C@@H]1C[C@H](N(C1)C(=O)OCC1=CC=CC=C1)C=O benzyl (2S,4R)-4-[tert-butyl(dimethyl)silyl]oxy-2-formyl-pyrrolidine-1-carboxylate